dihexadecyl 2-((3-(dimethylamino)propyl)disulfaneyl)succinate CN(CCCSSC(C(=O)OCCCCCCCCCCCCCCCC)CC(=O)OCCCCCCCCCCCCCCCC)C